(1R,3S)-3-[3-({[2-(meth-ylsulfamoyl)phenyl]acetyl}amino)-1H-pyrazol-5-yl]cyclopentyl propyl-carbamate C(CC)NC(O[C@H]1C[C@H](CC1)C1=CC(=NN1)NC(CC1=C(C=CC=C1)S(NC)(=O)=O)=O)=O